[OH-].CC1(CN(C=2C=CC3=C(C12)C=CC=C3)CCCS(=O)(=O)O)C 1,1-dimethyl-3-(3-sulfopropyl)-1H-benzo[e]Indole hydroxide